C(C#CC)(=O)N1C[C@@H](CC1)C1=NC(=C2N1C=CN=C2)C2=CC=C(C(=O)NC1=NC=CC(=C1)C(F)(F)F)C=C2 (R)-4-(3-(1-(but-2-ynoyl)pyrrolidin-3-yl)imidazo[1,5-a]pyrazin-1-yl)-N-(4-(trifluoromethyl)pyridin-2-yl)benzamide